1-methylcyclopropyl cis-3-((methylsulfonyl)amino)-2-(((1-(pyrimidin-2-yl)piperidin-4-yl)oxy)methyl)piperidine-1-carboxylate CS(=O)(=O)N[C@@H]1[C@@H](N(CCC1)C(=O)OC1(CC1)C)COC1CCN(CC1)C1=NC=CC=N1